O=C1NC(CCC1N1C(C=2C=3C1=CC=NC3C(=CC2)C2C3CN(CC23)C(=O)OC(C)(C)C)=O)=O tert-butyl 6-(4-(2,6-dioxopiperidin-3-yl)-5-oxo-4,5-dihydropyrrolo[2,3,4-de]quinolin-8-yl)-3-azabicyclo[3.1.0]hexane-3-carboxylate